(2S,4R)-N-(6-bromo-3-methylpyridin-2-yl)-4-methylpyrrolidine-2-carboxamide hydrochloride Cl.BrC1=CC=C(C(=N1)NC(=O)[C@H]1NC[C@@H](C1)C)C